4-(trifluoromethyl)-1H-imidazol-2-amine hydrochloride Cl.FC(C=1N=C(NC1)N)(F)F